(±)-cyclopropyl(3-(difluoromethoxy)phenyl)methanamine C1(CC1)[C@@H](N)C1=CC(=CC=C1)OC(F)F |r|